1-(hydroxymethyl)-N-(1-methylcyclopropyl)-4-[(1-methylpyrazol-4-yl)(2H2)methyl]-5-oxo-1H,2H-imidazo[1,2-a]quinazoline-7-sulfonamide OCC1CN=C2N1C1=CC=C(C=C1C(N2C([2H])([2H])C=2C=NN(C2)C)=O)S(=O)(=O)NC2(CC2)C